OC1=CC2=CC=C(C=C2C=C1)CCC(=O)O 2-Hydroxy-6-naphthalenepropionic acid